C(C)OC(COC1=NC=CC=C1OC1=C(C=C(C(=C1)N1N=C(N(C1=O)C(F)F)C)F)Cl)=O 2-[[3-[2-chloro-5-[4-(difluoromethyl)-3-methyl-5-oxo-1,2,4-triazol-1-yl]-4-fluorophenoxy]-2-pyridinyl]oxy]acetic acid ethyl ester